CN1[C@@H](CCC1)C(C)O 1-((S)-1-methylpyrrolidin-2-yl)ethan-1-ol